N-tert-butyl-4-(1-(tert-butyldiphenylsiloxy)ethyl)thiazole-2-sulfonamide C(C)(C)(C)NS(=O)(=O)C=1SC=C(N1)C(C)O[Si](C1=CC=CC=C1)(C1=CC=CC=C1)C(C)(C)C